1,3,5-tris(4-ethynyltrimethylsilylphenyl)benzene C(#C)C1=CC(=C(C=C1)C1=CC(=CC(=C1)C1=C(C=C(C=C1)C#C)[Si](C)(C)C)C1=C(C=C(C=C1)C#C)[Si](C)(C)C)[Si](C)(C)C